2-chloro-5-[2-({3-[2-(4-chloro-3-fluorophenoxy)acetylamino]-bicyclo[1.1.1]pentan-1-yl}amino)-2-oxoethoxy]pyridine-3-carboxylic acid ClC1=NC=C(C=C1C(=O)O)OCC(=O)NC12CC(C1)(C2)NC(COC2=CC(=C(C=C2)Cl)F)=O